CC=1C(=NC=CC1C(=O)O)C1=NC=CC=C1 methyl-4-carboxyl-bipyridyl